C(C)OC(=O)C=1C(N(C=CC1)C[C@@H](C)O)=O (R)-1-(2-hydroxypropyl)-2-oxo-1,2-dihydropyridine-3-carboxylic acid ethyl ester